ClC=1C2=C(N=CN1)N(C(C2(C(=O)OCC)C)=O)CC2=C(C=C(C=C2)OC)OC Ethyl 4-chloro-7-(2,4-dimethoxybenzyl)-5-methyl-6-oxo-6,7-dihydro-5H-pyrrolo[2,3-d]pyrimidine-5-carboxylate